Cl.FC1CC2(C1)CNCCC2 2-fluoro-6-azaspiro[3.5]nonane hydrochloride